P(=O)(OC(C)CCCCC)(OC(C)CCCCC)OC1=CC=CC=C1 di-(2-heptyl) phenyl phosphate